[Na+].C(C=C)(=O)[O-] Acrylic Acid Sodium Salt